C(CCCCCCCCCC)OC(C)O (undecyloxy)ethan-1-ol